2-[1-(3,3-dimethyl-1-cyclopenten-1-yl) ethoxy]-2-methylpropyl acrylate C(C=C)(=O)OCC(C)(C)OC(C)C1=CC(CC1)(C)C